N-((tetrahydro-2H-pyran-2-yl)oxy)pent-4-enamide O1C(CCCC1)ONC(CCC=C)=O